tert-butyl (4-fluoro-3-(trifluoromethyl)phenyl)sulfonyl(thiazol-4-yl)carbamate FC1=C(C=C(C=C1)S(=O)(=O)N(C(OC(C)(C)C)=O)C=1N=CSC1)C(F)(F)F